N1=CC=C2N1C(=CN=C2)C#N pyrazolo[1,5-a]pyrazine-7-carbonitrile